tri(2,2'-bipyridine) ruthenium [Ru].N1=C(C=CC=C1)C1=NC=CC=C1.N1=C(C=CC=C1)C1=NC=CC=C1.N1=C(C=CC=C1)C1=NC=CC=C1